4-(((3-methoxyisoxazol-5-yl)methyl)-amino)-1-(o-tolyl)-7-(trifluoromethyl)-quinazolin-2(1H)-one COC1=NOC(=C1)CNC1=NC(N(C2=CC(=CC=C12)C(F)(F)F)C1=C(C=CC=C1)C)=O